The molecule is an N-{1-[(naphthalen-2-yl)amino]-1-oxo-3-phenylpropan-2-yl}benzamide that is the amide obtained by formal condensation of the carboxy group of N-benzoyl-D-arginine with the amino group of 2-naphthylamine. It has a role as a chromogenic compound. It is a N-{5-carbamimidamido-1-[(naphthalen-2-yl)amino]-1-oxopentan-2-yl}benzamide and a D-arginine derivative. It is an enantiomer of a N-benzoyl-L-arginine 2-naphthylamide. C1=CC=C(C=C1)C(=O)N[C@H](CCCN=C(N)N)C(=O)NC2=CC3=CC=CC=C3C=C2